Benzyl (2S)-2-(methylsulfonyloxymethyl)morpholine-4-carboxylate CS(=O)(=O)OC[C@@H]1CN(CCO1)C(=O)OCC1=CC=CC=C1